2-(p-methylmercaptophenyl)-4,5-diphenylimidazole CSC1=CC=C(C=C1)C=1NC(=C(N1)C1=CC=CC=C1)C1=CC=CC=C1